NO[Si] amino-oxysilicon